N1(C=NC=C1)C(=O)OC(CCCOC(CCC(OCCCC\C=C/CC)OCCCC\C=C/CC)=O)CCCOC(CCCCCCOC(C(CCCCCC)CCCC)=O)=O (Z)-32-butyl-10-(((Z)-oct-5-en-1-yl)oxy)-13,23,31-trioxo-9,14,22,30-tetraoxaoctatriacont-3-en-18-yl 1H-imidazole-1-carboxylate